C(#N)C=1C=C(C=NC1)S(=O)(=O)N([C@H](C(F)(F)F)C1=CC=C(C=C1)C)CC (S)-5-Cyano-N-ethyl-N-(2,2,2-trifluoro-1-(p-tolyl)ethyl)pyridine-3-sulfonamide